(R)-2-(4-(6-((4-Chloro-2-fluorophenoxy)methyl)pyridin-2-yl)-2-fluorobenzyl)-1-((tetrahydrofuran-2-yl)methyl)-1H-benzo[d]imidazol ClC1=CC(=C(OCC2=CC=CC(=N2)C2=CC(=C(CC3=NC4=C(N3C[C@@H]3OCCC3)C=CC=C4)C=C2)F)C=C1)F